ClC1=CC=C(C=C1)C1=NN(C[C@@H]1C1=CC=CC=C1)\C(\N[C@H]1C[C@H](CC1)S(N)(=O)=O)=N/S(=O)(=O)C1=CC=C(C=C1)Cl (S,Z)-3-(4-chlorophenyl)-N'-((4-chlorophenyl)sulfonyl)-4-phenyl-N-((1R,3S)-3-sulfamoylcyclopentyl)-4,5-dihydro-1H-pyrazole-1-carboximidamide